Tert-Butyl (2S,3S)-2-(biphenyl-3-ylmethyl)-3-((ethylsulfonyl)amino)pyrrolidine-1-carboxylate C1(=CC(=CC=C1)C[C@@H]1N(CC[C@@H]1NS(=O)(=O)CC)C(=O)OC(C)(C)C)C1=CC=CC=C1